Spiro-[9H-fluorene-9,1'(3'H)-isobenzofuran]-3'-one C12(OC(C3=CC=CC=C13)=O)C1=CC=CC=C1C=1C=CC=CC12